C1=CC(=C2C=CC=C2)C=C1 The molecule is a cyclic hydrocarbon that consists of two cyclopentane rings connected via a C=C bond between the methylene groups. It is a member of fulvalenes and a cyclic hydrocarbon.